(Z)-octadec-9-en-1-yl-4-bromobutanoate C(CCCCCCC\C=C/CCCCCCCC)OC(CCCBr)=O